C(C)(C)(C)OC(=O)N[C@H](C(C#N)NC1=C(C=C(C=C1)C1=CC=C(C=C1)N(CC)CC)C(=O)OC)CC1=CNC2=CC=CC=C12 methyl 4-(((2S)-2-((tert-butoxycarbonyl)amino)-1-cyano-3-(1H-indol-3-yl)propyl)amino)-4'-(diethylamino)-[1,1'-biphenyl]-3-carboxylate